8'-methoxy-4'H-spiro[cyclobutane-1,5'-naphtho[2,1-d]isoxazol]-3'-amine COC1=CC=C2C3(CC=4C(=NOC4C2=C1)N)CCC3